titanium(III) citrate C(CC(O)(C(=O)[O-])CC(=O)[O-])(=O)[O-].[Ti+3]